N1(N=CC=C1)[B-](N1N=CC=C1)(N1N=CC=C1)N1N=CC=C1.[Ir+2].N1(N=CC=C1)[B-](N1N=CC=C1)(N1N=CC=C1)N1N=CC=C1 iridium(II) tetrakis(1-pyrazolyl)borate